(1S,3R,4S)-N-((S)-1-cyano-2-((S)-2-oxopiperidin-3-yl)ethyl)-2-((S)-3-cyclopropyl-2-((1-methyl-1H-pyrazol-4-yl)amino)propanoyl)-5,5-difluoro-2-azabicyclo[2.2.2]octane-3-carboxamide C(#N)[C@H](C[C@H]1C(NCCC1)=O)NC(=O)[C@@H]1N([C@@H]2CC([C@H]1CC2)(F)F)C([C@H](CC2CC2)NC=2C=NN(C2)C)=O